BrC=1C=C2\C(\C(NC2=CC1)=O)=C(\CC1=CC=CC=C1)/C1=CC(=CC=C1)O (E)-5-Bromo-3-(1-(3-hydroxyphenyl)-2-phenylethylidene)indolin-2-one